BrC=1N(C2=C(C(=CC=C2C1SC1=CC=CC(=N1)C(=O)O)Cl)F)C=1C=NN(C1)C 6-((2-bromo-6-chloro-7-fluoro-1-(1-methyl-1H-pyrazol-4-yl)-1H-indol-3-yl)thio)picolinic acid